C(C=1C(O)=CC=CC1)(=O)NCCCCCCCC(=O)O 8-(salicylamido)caprylic acid